C(C)(C)(C)C1=C(C(=C(CN2C(N(C(N(C2=O)CC2=C(C(=C(C(=C2CC)C)C(C)(C)C)O)C)=O)CC2=C(C(=C(C(=C2CC)C)C(C)(C)C)O)C)=O)C(=C1C)CC)C)O 1,3,5-tris(4-t-butyl-6-Ethyl-3-hydroxy-2,5-dimethylbenzyl)-1,3,5-triazine-2,4,6(1H,3H,5H)-trione